tert-butyl N-[6-chloro-2-(chlorosulfonyl)pyridin-3-yl]carbamate ClC1=CC=C(C(=N1)S(=O)(=O)Cl)NC(OC(C)(C)C)=O